BrC1=CC(=NC=C1)C(=O)NC1=CC=C(C=C1)C1=CC2=C(N=CN=C2N2CCC(CC2)(F)F)N1COCC[Si](C)(C)C 4-bromo-N-(4-(4-(4,4-difluoropiperidin-1-yl)-7-((2-(trimethylsilyl)ethoxy)methyl)-7H-pyrrolo[2,3-d]pyrimidin-6-yl)phenyl)picolinamide